5-chloro-2-cyclopropylpyridine ClC=1C=CC(=NC1)C1CC1